NC1=C(C=C(C=N1)C=1C=C2N(N1)CCC21CN(C1)C(=O)N[C@@H](C)C1=C(C=NC=C1)Cl)C#N 2'-(6-amino-5-cyanopyridin-3-yl)-N-[(1S)-1-(3-chloropyridin-4-yl)ethyl]-5',6'-dihydrospiro[azetidine-3,4'-pyrrolo[1,2-b]pyrazole]-1-carboxamide